CN(C(=O)[C@H]1CN(CC[C@@H]1NC(=O)C1=NOC(=C1)C1=C(C=C(C=C1)F)F)[C@@H]1[C@@H](CCC1)CC)C (3S,4S)-4-{[5-(2,4-difluoro-phenyl)-isoxazole-3-carbonyl]-amino}-1-((1S,2R)-2-ethyl-cyclopentyl)-piperidine-3-carboxylic acid dimethylamide